6-fluoro-4-phenyl-3-[(2E)-3-(pyridazin-4-yl)prop-2-enoyl]-1,2-dihydroquinolin-2-one FC=1C=C2C(=C(C(NC2=CC1)=O)C(\C=C\C1=CN=NC=C1)=O)C1=CC=CC=C1